Cl.N[C@H](C(=O)NC)C(C)(C)C (2S)-2-amino-N,3,3-trimethylbutanamide hydrochloride